N1C=NC2=C1C=CC(=C2)C2N(CC(CC2)C)C(C(=O)NC=2C=C(C(=NC2)OC)C(=O)N)=O 5-[[2-[2-(1H-benzimidazol-5-yl)-5-methyl-1-piperidyl]-2-oxo-acetyl]amino]-2-methoxy-pyridine-3-carboxamide